1-[4-[(3-diethylaminopropyl)dimethoxysilyl]-phenyl]-1-phenylethylene C(C)N(CCC[Si](C1=CC=C(C=C1)C(=C)C1=CC=CC=C1)(OC)OC)CC